ClC1=CC=C(C=C1)N1C(=C(C=C(C1)C1=CC=C(C=C1)Cl)C1=CC=C(C=C1)Cl)C1=NC=CC=C1 1,3,5-tris(4-chlorophenyl)bipyridine